ethyl 5-[1-(benzenesulfonyl)piperidin-4-yl]-2-({6-[(1,3-benzothiazol-2-yl)amino]-5-methylpyridazin-3-yl}(methyl)amino)-1,3-thiazole-4-carboxylate C1(=CC=CC=C1)S(=O)(=O)N1CCC(CC1)C1=C(N=C(S1)N(C)C=1N=NC(=C(C1)C)NC=1SC2=C(N1)C=CC=C2)C(=O)OCC